ClC=1C=C(CO\N=C\C2=C(N=C3SC=CN32)C3=CC=C(C=C3)Br)C=CC1Cl (E)-6-(4-bromophenyl)imidazo[2,1-b]thiazole-5-carbaldehyde O-(3,4-dichlorobenzyl) oxime